(1S,2S)-N-(6-chloropyrimidin-4-yl)-2-(4-methylpyridin-2-yl)cyclopropane-1-carboxamide ClC1=CC(=NC=N1)NC(=O)[C@@H]1[C@H](C1)C1=NC=CC(=C1)C